bis(2-hydroxyethyl)ammonium formate C(=O)[O-].OCC[NH2+]CCO